FC(C(=O)C=1OC2=C(C1C)C=C(C=C2)F)(F)F 2,2,2-trifluoro-1-(5-fluoro-3-methylbenzofuran-2-yl)ethan-1-one